ClC1=C(C=CC=C1)C=1N(C2=NC(=NC(=C2N1)N1CCN(CC1)C)C1CC1)C12CC(C1)(C2)F 8-(2-chlorophenyl)-2-cyclopropyl-9-{3-fluoro-bicyclo[1.1.1]pentan-1-yl}-6-(4-methylpiperazin-1-yl)purine